CC1=C(C(=CC=C1)C)N xylylamine